NC(CCCCCC(=O)O)C(C)N 7,8-diamino-nonanoic acid